Isopropyl (S)-5-fluoro-6-(3-(fluoromethyl)-4-(2-hydroxyethyl)-5-oxo-4,5-dihydro-1H-1,2,4-triazol-1-yl)-2-((1,1,1-trifluoropropan-2-yl)oxy)nicotinate FC=1C(=NC(=C(C(=O)OC(C)C)C1)O[C@H](C(F)(F)F)C)N1N=C(N(C1=O)CCO)CF